COC(COC1CC[C@H]2CO[C@@H]1O2)=O methyl-2-(((1S,5R)-6,8-dioxabicyclo[3.2.1]octan-4-yl)oxy)acetate